2-chloro-5,5-dimethyl-7-(4-phenoxyphenyl)-6,7-dihydro-5H-pyrrolo[2,3-d]pyrimidine ClC=1N=CC2=C(N1)N(CC2(C)C)C2=CC=C(C=C2)OC2=CC=CC=C2